ClC1=CC=C(C[C@H](N)C(=O)C(C(=O)O)CC2=CC=C(C=C2)I)C=C1 2-[(4-chloro)-phenylalanyl]-3-(4-iodophenyl)-propionic acid